1-acetamido-acetone C(C)(=O)NCC(=O)C